5-((tert-Butoxycarbonyl)amino)-1H-indole-2-carboxylic acid C(C)(C)(C)OC(=O)NC=1C=C2C=C(NC2=CC1)C(=O)O